BrC1=CC=C2C(=N1)NC(C2)=O 6-bromo-1,3-dihydro-2H-pyrrolo[2,3-b]pyridin-2-one